4-(2-cyano-7-((5-methoxy-7-methyl-1H-indol-4-yl)methyl)-7-azaspiro[3.5]nonan-6-yl)-N-((2-oxo-1,2-dihydropyridin-4-yl)methyl)benzamide C(#N)C1CC2(C1)CC(N(CC2)CC2=C1C=CNC1=C(C=C2OC)C)C2=CC=C(C(=O)NCC1=CC(NC=C1)=O)C=C2